C(N)(OCCC1=C(C=2C(=NC=CC2)N1C1CCN(CC1)C1CCC(CC1)=C(C)C)CNS(=O)(=O)C)=O 2-(3-(methylsulfonamido methyl)-1-(1-(4-(propan-2-ylidene)cyclohexyl) piperidin-4-yl)-1H-pyrrolo[2,3-b]pyridin-2-yl)ethyl carbamate